[N-](S(=O)(=O)C(F)(F)F)S(=O)(=O)C(F)(F)F.N1C=NC=C1 imidazole bistrifluoromethanesulfonimide salt